1-[2-(TRIFLUOROMETHYL)PHENYL]PIPERIDINE-3-CARBOXYLIC ACID FC(C1=C(C=CC=C1)N1CC(CCC1)C(=O)O)(F)F